The molecule is an aryl sulfate that is 4-acetylphenol in which the phenolic hydrogen has been replaced by a sulfo group. It is an aryl sulfate and a member of acetophenones. It derives from a 4'-hydroxyacetophenone. It is a conjugate acid of a 4-acetylphenyl sulfate. CC(=O)C1=CC=C(C=C1)OS(=O)(=O)O